OC=1C=2N(N(C(C1)=O)C(C)C)C=CC2 4-hydroxy-1-isopropyl-2-oxo-1,2-dihydropyrrolo[1,2-b]pyridazine